3-methyl-3H-imidazo[4,5-b]pyridine-6-sulfonyl chloride CN1C=NC=2C1=NC=C(C2)S(=O)(=O)Cl